((S)-4-(3-fluoro-2-hydroxyphenyl)-1,5,6,8,12-pentazatricyclo[8.4.0.02,7]tetradeca-2(7),3,5-trien-12-yl)-[4-(hydroxymethyl)cyclohexyl]methanone FC=1C(=C(C=CC1)C1=CC=2N3CCN(C[C@@H]3CNC2N=N1)C(=O)C1CCC(CC1)CO)O